tert-butyl(2-(2-fluoro-8-iodonaphthalen-1-yl)ethoxy)dimethylsilane C(C)(C)(C)[Si](C)(C)OCCC1=C(C=CC2=CC=CC(=C12)I)F